N1=C(C=C2N1C=CC=C2)OS(=O)(=O)C(F)(F)F pyrazolo[1,5-a]pyridin-2-yl-trifluoromethanesulfonic acid